C([C@@H]1[C@H]([C@@H]([C@H]([C@@H](O1)OP(=O)([O-])[O-])O)O)O)O The molecule is an organophosphate oxoanion that is the dianion of beta-D-glucose 1-phosphate arising from deprotonation of both phosphate OH groups. It has a role as a fundamental metabolite. It is a conjugate base of a beta-D-glucose 1-phosphate.